CN1C(CNCC1)C=1C=C(C(=CC1CC)[N+](=O)[O-])OC 3-(N-methylpiperazinyl)-4-ethyl-6-nitroanisole